flaven C1C=C(OC2=CC=CC=C21)C3=CC=CC=C3